6-(3,5-dimethylpyrazol-1-yl)-2-[[1-[4-(trifluoromethyl)pyrimidin-2-yl]azetidin-3-yl]methyl]pyridazin-3-one CC1=NN(C(=C1)C)C=1C=CC(N(N1)CC1CN(C1)C1=NC=CC(=N1)C(F)(F)F)=O